COCC1=NC=CN1C methoxymethyl-3-methylimidazole